S-methyl thio-formate C(=O)SC